(R)-4-(1-(piperazin-1-yl)ethyl)benzoic acid methyl ester COC(C1=CC=C(C=C1)[C@@H](C)N1CCNCC1)=O